ClC1=C2CCC(NC2=C2C(=N1)C=C(C(=C2)OC)OCCCN2CCCC2)(C)C 1-[3-([5-chloro-9-methoxy-2,2-dimethyl-1H,2H,3H,4H-benzo[h]1,6-naphthyridin-8-yl]oxy)propyl]pyrrolidine